C(C1=CC=CC=C1)OC(=O)N1CCN(CC1)S(=O)(=O)C1=CC=C(C=C1)N1CC=CC1=O 4-[4-(5-oxo-2H-pyrrol-1-yl)phenyl]sulfonylpiperazine-1-carboxylic acid benzyl ester